[Ru+2].CC1=C(C(=CC(=C1)C)C)N1C(N(CC1)C1=C(C=C(C=C1C)C)C)=P(C1=C(C(=CC=C1)Cl)Cl)(C1=CC=CC=C1)C=C1C(=CC2=CC=CC=C12)C1=CC=CC=C1 [1,3-bis-(2,4,6-trimethylphenyl)-2-imidazolidinylidene]dichloro(phenylindenylidene)(methyldiphenylphosphine) ruthenium(II)